4-methoxyterpyridine COC1=CC(=NC=C1)C1=NC=CC=C1C1=NC=CC=C1